3-(((5-(difluoromethoxy)-1-methyl-3-(trifluoromethyl)-1H-pyrazol-4-yl)methyl)thio)-5,5-dimethyl-4,5-dihydroisoxazole FC(OC1=C(C(=NN1C)C(F)(F)F)CSC1=NOC(C1)(C)C)F